6-((2-(2,6-dioxopiperidin-3-yl)-1-oxoisoindolin-4-yl)thio)hexanoic acid O=C1NC(CCC1N1C(C2=CC=CC(=C2C1)SCCCCCC(=O)O)=O)=O